4-[2-(3,5-dihydroxyphenyl)ethenyl]phenolate OC=1C=C(C=C(C1)O)C=CC1=CC=C(C=C1)[O-]